Vinylimidazol C(=C)C=1NC=CN1